C(C)C(C(=O)O)(C(=O)O)CC.C(CC(=O)OCC)(=O)OCC diethyl propane-dioate (diethyl malonate)